[Sb]=[Te].[Na] sodium-antimony-telluride